C1(CCCC1)C(=O)OC1=C2C(=NC(=C1)N1[C@@H](COCC1)C)C(=NS2)C2=CC=NN2 1-{5-[(3R)-3-methylmorpholin-4-yl]-3-(1H-pyrazol-5-yl)-[1,2]thiazolo[4,5-b]pyridin-7-yl} cyclopentane-1-carboxylate